O1CCC(=CC1)C1=CC2=C(N=C(S2)C=2C=C(C=3N(N2)C=C(N3)C)C)S1 6-[5-(3,6-dihydro-2H-pyran-4-yl)thieno[2,3-d][1,3]thiazol-2-yl]-2,8-dimethylimidazo[1,2-b]pyridazine